C(=O)O.N1CC(C1)N1CCCC2=CC(=CC(=C12)C1=C2C(=NC=C1)C=C(S2)CN2C(CNCC2=O)=O)Cl 1-[[7-[1-(azetidin-3-yl)-6-chloro-3,4-dihydro-2H-quinolin-8-yl]thieno[3,2-b]pyridin-2-yl]methyl]piperazine-2,6-dione, formic acid salt